C(CCCCCC\C=C\C=C/CCC)O (E,Z)-8,10-tetradecadienol